C1(=CC=CC=C1)S(=O)(=O)N1C=C(C2=CC=CC=C12)C1=NC(=NC=C1Cl)N[C@@H]1CN(C[C@H](C1)C)CC1=CC=CC=C1 |&1:30| 4-[1-(benzenesulfonyl)indol-3-yl]-N-((3S,SR)-1-benzyl-5-methyl-3-piperidyl)-5-chloropyrimidin-2-amine